FC1=CC(=C(C(=C1)C(C)C)C(C(=O)N=S(NC(OC(C)(C)C)=O)=CC1=CN=C(S1)C(C)(C)O)C)C(C)C tert-butyl N-[([2-[4-fluoro-2,6-bis(propan-2-yl)phenyl]propanoyl]imino)[2-(2-hydroxypropan-2-yl)-1,3-thiazol-5-yl]methylidene-λ6-sulfanyl]carbamate